1,3,6-tri-O-benzyl-2-N-butyryl-D-glucosamine C(C1=CC=CC=C1)OC1[C@H](NC(CCC)=O)[C@@H](OCC2=CC=CC=C2)[C@H](O)[C@H](O1)COCC1=CC=CC=C1